N1(C=NC=C1)C1=CC=C(C=C1)C(NC(CCCC)=O)C1=CC(=C2C=CC=NC2=C1O)[N+](=O)[O-] N-{[4-(1H-imidazol-1-yl)phenyl](8-hydroxy-5-nitroquinolin-7-yl)methyl}pentanamide